(2S,5S)-4-(3,3-difluoro-1-methylcyclobutane-1-carbonyl)-2,3,4,5-tetrahydro-2,5-methanopyrido[3,4-f][1,4]oxazepine-9-carbonitrile FC1(CC(C1)(C(=O)N1C[C@H]2OC3=C([C@@H]1C2)C=NC=C3C#N)C)F